(R)-N-methoxy-4-(4-methoxybenzyl)-N-methyl-5-oxomorpholine-2-carboxamide CON(C(=O)[C@H]1CN(C(CO1)=O)CC1=CC=C(C=C1)OC)C